(2R,3R,4R,5R)-2-(4-Amino-pyrrolo[2,3-d]pyrimidin-7-yl)-3-ethynyl-5-hydroxymethyl-tetrahydrofuran-3,4-diol NC=1C2=C(N=CN1)N(C=C2)[C@@H]2O[C@@H]([C@H]([C@]2(O)C#C)O)CO